1-cyclopentyl-5-[2-(trifluoromethyl)phenyl]-1H-pyrazol C1(CCCC1)N1N=CC=C1C1=C(C=CC=C1)C(F)(F)F